bromo-8''-methyl-2''H-dispiro[cyclopropan-1,1'-cyclohexane-3',3''-imidazo[1,5-a]pyridin]-1'',5''-dione BrN1C2(N3C(=C(C=CC3=O)C)C1=O)CC1(CCC2)CC1